Ethyl (Z)-2-(4-(3,4-difluorobenzyl)-2-((4-methyl cyclohexyl)imino)-5-oxo-2,5-dihydrofuran-3-yl)acetate FC=1C=C(CC2=C(/C(/OC2=O)=N/C2CCC(CC2)C)CC(=O)OCC)C=CC1F